CC1(CC(O1)CN)C (4,4-dimethyloxetan-2-yl)methylamine